O1C(OCC1)C1CCN(CC1)C1=CC=CC=2N(C(N(C21)C)=O)C2C(NC(CC2)=O)=O 3-(4-(4-(1,3-Dioxolan-2-yl)piperidin-1-yl)-3-methyl-2-oxo-2,3-dihydro-1H-benzo[d]imidazol-1-yl)piperidine-2,6-dione